3-chloro-6-methyl-2-nitroaniline ClC=1C(=C(N)C(=CC1)C)[N+](=O)[O-]